ClC1=CC2=C(N=CN=C2)C(=N1)N1CCC(CC1)(F)F 6-Chloro-8-(4,4-difluoropiperidin-1-yl)pyrido[3,4-d]pyrimidine